F[B-](F)(F)F.C[N+]1=CC2=CC=CC=C2CC1 N-methyl-3,4-dihydroisoquinolinium tetrafluoroborate